ethyl (1S,3S,5S)-5-methyl-2-((4-(4-(3-methyloxetan-3-yl)phenoxy)butanoyl)glycyl)-2-azabicyclo[3.1.0]hexane-3-carboxylate C[C@@]12C[C@H](N([C@H]2C1)C(CNC(CCCOC1=CC=C(C=C1)C1(COC1)C)=O)=O)C(=O)OCC